(1r,4r)-4-(3-chloroanilino)-2'-{3-[(1-oxo-2,3-dihydro-1H-inden-4-yl)oxy]propyl}-2',3'-dihydrospiro[cyclohexane-1,1'-indene]-4-carboxylic acid ClC=1C=C(NC2(CCC3(C(CC4=CC=CC=C34)CCCOC3=C4CCC(C4=CC=C3)=O)CC2)C(=O)O)C=CC1